N-((5-(4-(4,4-difluoropiperidine-1-carbonyl)phenyl)-7-(pyridin-4-yl)benzofuran-2-yl)methyl)-3-(pyridin-3-yl)acrylamide FC1(CCN(CC1)C(=O)C1=CC=C(C=C1)C=1C=C(C2=C(C=C(O2)CNC(C=CC=2C=NC=CC2)=O)C1)C1=CC=NC=C1)F